N1=CN=C2N1C(=NC=N2)N [1,2,4]triazolo[1,5-a][1,3,5]triazine-7-amine